C(=O)C1=CC=CC=C1C[C@H](N)C(=O)O 6-formyl-L-phenylalanine